C(C)OC([C@@H](NP(=O)(OC1=C(C(=C(C(=C1F)F)F)F)F)OC1=CC=CC2=CC=CC=C12)C)=O ((Naphthalen-1-yloxy)(perfluorophenoxy)phosphoryl)-L-alanine ethyl ester